22-(2-fluoro-4-methoxy-N-(6-methylpyridin-2-yl)benzamido)-21,21-dimethyldocosanoic acid FC1=C(C(=O)N(C2=NC(=CC=C2)C)CC(CCCCCCCCCCCCCCCCCCCC(=O)O)(C)C)C=CC(=C1)OC